4-((1H-1,2,4-triazol-1-yl)methyl)benzonitrile N1(N=CN=C1)CC1=CC=C(C#N)C=C1